[N+](=O)([O-])C1=C(C=CC=C1)S(=O)(=O)N1CCN(CC1)[C@H]1C=2C(NCC1)=C(N(N2)C2=CC=C(C=C2)OC2=CC(=CC=C2)OC(F)(F)F)C(=O)OCC ethyl (7R)-7-[4-(2-nitrobenzene-1-sulfonyl)piperazin-1-yl]-2-{4-[3-(trifluoromethoxy)phenoxy]phenyl}-4,5,6,7-tetrahydro-2H-pyrazolo[4,3-b]pyridine-3-carboxylate